FC1=CC=C(C=C1)N1CCN(CC1)CC[C@H]1NC(C2(C1)CC=CC2)=O (S)-3-(2-(4-(4-fluorophenyl)piperazin-1-yl)ethyl)-2-azaspiro[4.4]non-7-en-1-one